thiopyridone C1=CC(=O)N(C=C1)S